N1CCC(CC1)C1=CN=C(C2=CC=CC=C12)C(F)(F)F 4-(piperidin-4-yl)-1-(trifluoromethyl)isoquinoline